4-(4-(2,5-Diazabicyclo[2.2.2]octan-2-yl)-8-fluoro-2-(((2S,7aR)-2-fluorotetrahydro-1H-pyrrolizin-7a(5H)-yl-2-d)methoxy)pyrido[4,3-d]pyrimidin-7-yl)-5-ethyl-6-fluoronaphthalen-2-ol C12N(CC(NC1)CC2)C=2C1=C(N=C(N2)OC[C@@]23CCCN3C[C@@](C2)([2H])F)C(=C(N=C1)C1=CC(=CC2=CC=C(C(=C12)CC)F)O)F